4-[3-(4-bromo-2,6-dichlorobenzoyl)-2,4-dihydro-1,3-benzoxazin-8-yl]-5-fluoro-2-(3-oxa-8-azabicyclo[3.2.1]octan-8-yl)benzoic acid BrC1=CC(=C(C(=O)N2COC3=C(C2)C=CC=C3C3=CC(=C(C(=O)O)C=C3F)N3C2COCC3CC2)C(=C1)Cl)Cl